(3-bromo-2-(prop-1-en-2-yl)phenyl)-2-methylpropan-1-ol BrC=1C(=C(C=CC1)C(C(C)C)O)C(=C)C